O=C1NC(CCC1C=1C=CC(=NC1)N1CCC(CC1)CN1CCCCC1)=O 1-((1-(5-(2,6-dioxopiperidin-3-yl)pyridin-2-yl)piperidin-4-yl)methyl)piperidine